1-[2,6-dichloro-4-(trifluoromethyl)phenyl]-6-hydroxy-4-methyl-d3-1H-pyrazolo[3,4-b]pyridine-3-carbonitrile ClC1=C(C(=CC(=C1)C(F)(F)F)Cl)N1N=C(C=2C1=NC(=CC2C([2H])([2H])[2H])O)C#N